BrC=1N=C(N(C1Br)COCC[Si](C)(C)C)[C@H](CC=C)NS(=O)C(C)(C)C 2-Methyl-propane-2-sulfinic acid {(S)-1-[4,5-dibromo-1-(2-trimethylsilanyl-ethoxymethyl)-1H-imidazol-2-yl]-but-3-enyl}-amide